(3α,5β,6α)-6-ethyl-3-hydroxy-7-oxo-cholan-24-oic acid C(C)[C@H]1C([C@H]2[C@@H]3CC[C@H]([C@@H](CCC(=O)O)C)[C@]3(CC[C@@H]2[C@]2(CC[C@H](C[C@@H]12)O)C)C)=O